rac-4-ethyl-3-[[[1-methyl-3-oxo-3-[4-[5-(trifluoromethyl)pyrimidin-2-yl]piperazin-1-yl]propyl]amino]methyl]-5-(trifluoromethyl)-1H-pyridazin-6-one C(C)C=1C(=NNC(C1C(F)(F)F)=O)CN[C@@H](CC(N1CCN(CC1)C1=NC=C(C=N1)C(F)(F)F)=O)C |r|